7-bromo-6-methyl-[1,2,4]triazolo[1,5-a]pyridin-2-amine BrC1=CC=2N(C=C1C)N=C(N2)N